C(C)(C)(C)C1=CC=C(C=C1)C1=CC=C2OC3=CC=C4C=5C3=C(C2=C1)C=CC5C(OC4=O)=O 9-(4-(tert-butyl)phenyl)-1H,3H-isochromeno[6,5,4-mna]Xanthene-1,3-dione